1-[2-deoxy-3,5-bis-O-(4-methylbenzoyl)-β-D-erythro-pentofuranosyl]-(R)-5-hydroxyazepan-2-one CC1=CC=C(C(=O)O[C@H]2C[C@@H](O[C@@H]2COC(C2=CC=C(C=C2)C)=O)N2C(CC[C@H](CC2)O)=O)C=C1